ClC1=NC=CC(=C1)C1=CC=2C(N[C@@H](CC2N1)C)=O (R)-2-(2-chloropyridin-4-yl)-6-methyl-6,7-dihydro-1H-pyrrolo[3,2-c]pyridin-4(5H)-one